(1R,5S)-3-(6-vinyl-quinazolin-2-yl)-6-oxa-3-azabicyclo[3.1.1]heptane C(=C)C=1C=C2C=NC(=NC2=CC1)N1C[C@@H]2O[C@H](C1)C2